N1=CC=C(C=C1)OC1CC(C1)CO ((1s,3s)-3-(pyridine-4-oxy)cyclobutyl)methanol